4-(3-amino-1H-pyrazol-5-yl)-N-(cyclopentylmethyl)benzamide NC1=NNC(=C1)C1=CC=C(C(=O)NCC2CCCC2)C=C1